C(=O)(O)CCSC(=S)SC(CCC(=O)O)(C)C#N 4-[(2-carboxyethylsulfanylthiocarbonyl)sulfanyl]-4-cyanopentanoic acid